FC(C=1C(=NC=CC1)OC1=CC=C(C=C1)[N+](=O)[O-])F 3-(difluoromethyl)-2-(4-nitrophenoxy)pyridine